N1(CCCCCC1)S(=O)(=O)C=1C=C(C=CC1C)NC(CN1N=CC=C(C1=O)Cl)=O N-(3-(azepan-1-ylsulfonyl)-4-methylphenyl)-2-(5-chloro-6-oxopyridazin-1(6h)-yl)acetamide